O=S1(CCC(CC1)C1=CC=C(C=C1)NC(=O)NCC1=CC=C(C=C1)OC)=O {[4-(1,1-dioxothian-4-yl)phenyl]amino}-N-[(4-methoxyphenyl)methyl]carboxamide